CC=1C(=NC=C(C1)C)N1CCN(CC1)C(=O)C1=C(C=C(C=C1)C1(C(NC(N1)=O)=O)C)F 5-{4-[4-(3,5-dimethylpyridin-2-yl)piperazine-1-carbonyl]-3-fluorophenyl}-5-methylimidazolidine-2,4-dione